C(CCCCC)NC1=CC=CC=C1 N-Hexylanilin